C1(CC1)CC1=NC(=C(C(=O)NC2=CC(=NC=C2)S(N)(=O)=O)C=C1)N1CCC(CCC1)(F)F 6-(Cyclopropylmethyl)-2-(4,4-difluoroazepan-1-yl)-N-(2-sulfamoylpyridin-4-yl)nicotinamide